3-[3-methyl-2-oxo-5-[1-[3-(4-piperidyloxy)cyclobutyl]-4-piperidyl]benzimidazol-1-yl]piperidine-2,6-dione CN1C(N(C2=C1C=C(C=C2)C2CCN(CC2)C2CC(C2)OC2CCNCC2)C2C(NC(CC2)=O)=O)=O